NC1=CC(=CC(=C1)N)N 1,3,5-Tri-aminobenzene